(R)-8-((3S,5R)-4-acryloyl-3,5-dimethylpiperazin-1-yl)-11-(4-fluorophenyl)-3-(methoxymethyl)-10-(trifluoromethyl)-3,4-dihydro-2H,6H-[1,4]thiazepino[2,3,4-ij]quinazolin-6-one C(C=C)(=O)N1[C@H](CN(C[C@H]1C)C1=NC(N2C3=C(C(=C(C=C13)C(F)(F)F)C1=CC=C(C=C1)F)SC[C@H](C2)COC)=O)C